C(C)(C)(C)OC(=O)N1CCC(CC1)(C1=CC=CC=C1)C(N[C@@H](CC1=C(C(=CC=C1)C(=O)OC(C)(C)C)OC)B1OC2(C3C(C(CC2O1)C3)(C)C)C)=O tert-butyl-4-((1R)-2-(3-(tert-butoxycarbonyl)-2-methoxyphenyl)-1-(2,9,9-trimethyl-3,5-dioxa-4-bora-tricyclo[6.1.1.02,6]dec-4-yl)ethylcarbamoyl)-4-phenylpiperidine-1-carboxylate